CC1=C(C(=O)O)C=CC=C1C1=C(C=CC=C1)OC(F)(F)F 2-methyl-3-(trifluoromethoxyphenyl)-benzoic acid